racemic-2,4-dichloro-6-cyclopropyl-6-methyl-8,9-dihydro-6H-[1,4]oxazino[4,3-e]purine ClC=1N=C(C=2N=C3N(C2N1)CCO[C@]3(C)C3CC3)Cl |r|